Methyl (R)-2-(chloromethyl)-1-(oxetan-2-ylmethyl)-1H-benzo[d]imidazole-6-carboxylate ClCC1=NC2=C(N1C[C@@H]1OCC1)C=C(C=C2)C(=O)OC